(1s,3s)-3-(6-Bromo-3,3-dimethyl-2-oxo-2,3-dihydro-1H-pyrrolo[3,2-b]pyridin-1-yl)-1-morpholinocyclobutane-1-carbonitrile BrC=1C=C2C(=NC1)C(C(N2C2CC(C2)(C#N)N2CCOCC2)=O)(C)C